2,4-di-phenyl-4-methyl-1-pentene C1(=CC=CC=C1)C(=C)CC(C)(C)C1=CC=CC=C1